C(C)(=O)C(C(=O)OC)CC(=O)OC Dimethyl acetylsuccinate